OCCN1N=C(C(=C1)N1C(=CC=CC1)C1=CC=NC=C1)C1=NC=CC=C1 N-(1-(2-Hydroxyethyl)-3-(pyridin-2-yl)-1H-pyrazol-4-yl)-[2,4'-bipyridin]